3-chloro-4-fluoro-6,7,7a,8,10,11-hexahydro-9H-pyrazino[1,2-d]pyrido[3,2-b][1,4]oxazepin ClC1=C(C=2OCCC3N(C2N=C1)CCNC3)F